tert-butyl (3R)-3-[[6-(6-isopropoxyimidazo[1,2-a]pyrazin-3-yl)-2-pyridyl]amino]piperidine-1-carboxylate C(C)(C)OC=1N=CC=2N(C1)C(=CN2)C2=CC=CC(=N2)N[C@H]2CN(CCC2)C(=O)OC(C)(C)C